[OH-].OC1=NC2=CC=CC=C2C=C1 hydroxyquinoline hydroxide